B([O-])(O)O.C(C=1C(O)=CC=CC1)(=O)O.C(C=1C(O)=CC=CC1)(=O)O.[Li+] lithium bissalicylate borate